1-(3-cyanophenyl)-5-(furan-2-yl)-1H-pyrazole-3-carboxamide C(#N)C=1C=C(C=CC1)N1N=C(C=C1C=1OC=CC1)C(=O)N